FC1=C(CNC2=NC(=NC=C2C(=O)N)NC=2C=NN(C2)C2CCOCC2)C(=CC=C1)F 4-((2,6-difluorobenzyl)amino)-2-((1-(tetrahydro-2H-pyran-4-yl)-1H-pyrazol-4-yl)amino)pyrimidin-5-carboxamide